C1(CC1)C1=CC(=CC(=N1)N1C=NC2=C(C1=O)NC(=C2)C)C2=C(C=C(C=C2)F)C2=NN=CN2C 3-[6-cyclopropyl-4-[4-fluoro-2-(4-methyl-1,2,4-triazol-3-yl)phenyl]-pyridin-2-yl]-6-methyl-5H-pyrrolo[3,2-d]pyrimidin-4-one